(2R,4aR,9aR)-7-((E)-2-(5-(((2-chloroacetyl)carbamoyl)oxy)-2,2-dimethylchroman-7-yl)vinyl)-5-methoxy-1,1,4a-trimethyl-2,3,4,4a,9,9a-hexahydro-1H-xanthen-2-yl formate C(=O)O[C@H]1C([C@H]2CC3=CC(=CC(=C3O[C@@]2(CC1)C)OC)\C=C\C1=CC(=C2CCC(OC2=C1)(C)C)OC(NC(CCl)=O)=O)(C)C